n-hexane bromine salt [Br].CCCCCC